3-(2-((2-Fluoroethoxy)methyl)-5-methylphenyl)-2-iminothiazolidin-4-one FCCOCC1=C(C=C(C=C1)C)N1C(SCC1=O)=N